4-(4'-methoxy-biphenyl-4-yloxy)-aniline COC1=CC=C(C=C1)C1=CC=C(C=C1)OC1=CC=C(N)C=C1